CNC1CC(C1)NC(=O)C1=CC2=C(N3C(S2)=NC(=C3)C3=CC=C(C=C3)C(NC)=O)C=C1 N-((1r,3r)-3-(methylamino)cyclobutyl)-2-(4-(methylcarbamoyl)phenyl)benzo[d]imidazo[2,1-b]thiazole-7-carboxamide